C(C)(=O)[C@]1(C[C@@H](C=2C(=C3C(C=4C=CC=CC4C(C3=C(C2C1)O)=O)=O)O)O[C@@H]1O[C@H]([C@H]([C@H](C1)N)O)C)O (7s,9s)-9-acetyl-7-[(2r,4s,5s,6s)-4-amino-5-hydroxy-6-methyloxane-2-yl]oxy-6,9,11-trihydroxy-8,10-dihydro-7H-naphthacene-5,12-dione